O1CCC(CC1)NC(=O)C1=NC=CC=C1 N-(oxan-4-yl)pyridine-2-carboxamide